BrCC=CC(=O)[O-] 4-bromobut-2-enoate